C(C)OP(OCC)(=O)CCCBr Diethyl(3-Bromopropyl)phosphonate